C(C)C1=CC=2C3C(N4N(C2C=C1)CC(C4=O)(C)C)C(N(C3=O)C)=O 11-Ethyl-2,6,6-trimethyl-3a,6,7,12b-tetrahydro-1H,5H-pyrazolo[1,2-a]pyrrolo[3,4-c]cinnoline-1,3,5(2H)-trione